1-benzyl-3-methylimidazole chloride salt [Cl-].C(C1=CC=CC=C1)N1CN(C=C1)C